(5R)-5-[(1R,3aS,3bS,7S,9aR,9bS,11aR)-7-acetoxy-9a,11a-dimethyl-2,3,3a,3b,4,6,7,8,9,9a,9b,10,11,11a-tetradecahydro-1H-cyclopenta[1,2-a]phenanthren-1-yl]hexanoic acid methyl ester COC(CCC[C@@H](C)[C@H]1CC[C@@H]2[C@@]1(CC[C@@H]1[C@]3(CC[C@@H](CC3=CC[C@@H]21)OC(C)=O)C)C)=O